4-(2-((((1R,4R)-4-(3-(difluoromethyl)-4-(5-(4-methylpiperazine-1-yl)pyrazolo[1,5-a]pyrimidine-3-carboxamido)-1H-pyrazol-1-yl)cyclohexyl)methyl)(methyl)amino)ethyl)piperidine FC(C1=NN(C=C1NC(=O)C=1C=NN2C1N=C(C=C2)N2CCN(CC2)C)C2CCC(CC2)CN(CCC2CCNCC2)C)F